C(C)(C)(C)C1=CC=C(C=C1)C12C(OCCN1)CCCC2 4a-(4-(tertbutyl)phenyl)octahydro-2H-benzo[b][1,4]oxazine